CC1=CC=C(C=C1)S(=O)(=O)O.BrC1=C(C(=O)C2=CC3=NC4=C(C=CC=C4C3=CC=C2)N(CC)CC)C=CC=C1 7-(2-bromobenzoyl)-4-(diethyl)aminocyclohepta[7,6-b]indole p-toluenesulfonate